2-benzyl-7-bromo-1-methyl-3,4-dihydroisoquinolin-2-ium bromide [Br-].C(C1=CC=CC=C1)[N+]1=C(C2=CC(=CC=C2CC1)Br)C